N=1S(C=C2C1C=CC=C2)(=O)=O benzo[2,1-c][1,2]thiazole-2,2-dione